3,6-dicyclopropyl-4-(3-methyl-4-methanesulfonyl-phenyl)-1H-pyrazolo[4,3-b]pyridin-5-one C1(CC1)C1=NNC2=C1N(C(C(=C2)C2CC2)=O)C2=CC(=C(C=C2)S(=O)(=O)C)C